caesium-lead [Pb].[Cs]